NC1=C(C(N(C2=CC(=CC=C12)I)C=1C=NC(=CC1C)Cl)=O)C(=O)OC methyl 4-amino-1-(6-chloro-4-methylpyridin-3-yl)-7-iodo-2-oxo-1,2-dihydroquinoline-3-carboxylate